2-(2-methoxy-5-(methyl-(2-methylquinazolin-4-yl)amino)phenyl)acetohydrazide COC1=C(C=C(C=C1)N(C1=NC(=NC2=CC=CC=C12)C)C)CC(=O)NN